Dimethanol C(COCO)OCO